C(#CC)N(C1=CC(=C(C=C1)NC(CC1=CC=CC=C1)=O)C)CC1=CC=C(C=C1)F N-(4-((propynyl)(4-fluorobenzyl)amino)-2-methylphenyl)-2-phenylacetamide